ClC=1C=C(C=CC1)B(O)O 3-chloro-phenyl-boronic acid